4-benzyl-3,5-dioxo-2-p-tolyl-2,3,4,5-tetrahydro-1,2,4-triazine-6-carbonitrile C(C1=CC=CC=C1)N1C(N(N=C(C1=O)C#N)C1=CC=C(C=C1)C)=O